NC12CNCCNCC(CNCCNC1)(CNCCNC2)NC(CCCC(=O)O)=O 5-((8-amino-3,6,10,13,16,19-hexaazabicyclo(6.6.6)eicos-1-yl)amino)-5-oxopentanoic acid